ClC=1C=C(C=CC1F)C(NC1=NC(=CC=C1F)C(F)(F)F)C=1NC(=C(N1)S(=O)(=O)C)C N-[(3-chloro-4-fluorophenyl)-(5-methyl-4-methylsulfonyl-1H-imidazol-2-yl)methyl]-3-fluoro-6-(trifluoromethyl)pyridin-2-amine